N-[(1R)-1-(6-methylpyridazin-3-yl)ethyl]-3-[5-(propan-2-yl)-1,3-thiazol-2-yl]-5-[(3S)-tetrahydrofuran-3-yloxy]benzamide CC1=CC=C(N=N1)[C@@H](C)NC(C1=CC(=CC(=C1)O[C@@H]1COCC1)C=1SC(=CN1)C(C)C)=O